COS(=O)(=O)[O-].C(C)[NH2+]COCCC ethyl-propoxymethyl-ammonium methyl-sulfate